(3-fluorobenzyl)(methyl)((4-(5-(trifluoromethyl)-1,2,4-oxadiazol-3-yl)phenyl)imino)-λ6-sulfanone FC=1C=C(CS(=O)(=NC2=CC=C(C=C2)C2=NOC(=N2)C(F)(F)F)C)C=CC1